γ-aminoPropyltrimethoxysilane NCCC[Si](OC)(OC)OC